C(C=C)(=O)N1CC(CCC1)NC1=CC=NC=C1C(=O)N 4-((1-acryloylpiperidin-3-yl)amino)nicotinamide